(R)-Methyl 3-(5-chloro-4-(((R)-4-ethyl-1,1-dioxido-3,4-dihydro-2H-benzo[b][1,4,5]oxathiazepin-2-yl)methyl)thiophen-2-yl)-3-(1-ethyl-4-methyl-1H-benzo[d][1,2,3]triazol-5-yl)propanoate ClC1=C(C=C(S1)[C@H](CC(=O)OC)C1=C(C2=C(N(N=N2)CC)C=C1)C)CN1S(C2=C(O[C@@H](C1)CC)C=CC=C2)(=O)=O